2-(2-bromo-4-fluoro-5-methoxyphenyl)-1,3-dioxolane BrC1=C(C=C(C(=C1)F)OC)C1OCCO1